FC=1C(=C2C(=NC1N(C1=NC(=CC(=C1)NC)C)C)CCO2)C2=CC[C@@H](CC2)NC |r| N2-[6-fluoro-7-[rac-(4R)-4-(methylamino)cyclohexen-1-yl]-2,3-dihydrofuro[3,2-b]pyridin-5-yl]-N2,N4,6-trimethyl-pyridine-2,4-diamine